tert-butyl 4-(1H-pyrazol-1-yl)indoline-1-carboxylate N1(N=CC=C1)C1=C2CCN(C2=CC=C1)C(=O)OC(C)(C)C